tert-butyl [4-(2-oxoethyl)piperidin-1-yl]formate O=CCC1CCN(CC1)C(=O)OC(C)(C)C